FC(C1=CC=C(C=C1)CC=1C=2N(C=CC1)N=CC2C(=O)NC2CCC(CC2)C(=O)O)(F)F (1s,4s)-4-[[4-[[4-(trifluoromethyl)phenyl]methyl]pyrazolo[1,5-a]pyridine-3-carbonyl]amino]cyclohexanecarboxylic acid